COC(C1=CC(=CC(=C1)OC)I)=O 3-iodo-5-methoxybenzoic acid methyl ester